(Z)-1-acetyl-5-bromo-3-((3-hydroxyphenyl)(methoxy)methylene)indolin-2-one C(C)(=O)N1C(\C(\C2=CC(=CC=C12)Br)=C(/OC)\C1=CC(=CC=C1)O)=O